N1=C(C=CC=C1)CN(CC1=NC=CC=C1)CC=1C(OC2=C(C1)C=C1C(=C2)C=C(C=C1)N(C(C)=O)C)=O N-(3-{[bis(pyridin-2-ylmethyl)amino]methyl}-2-oxo-benzo[g]benzopyran-8-yl)-N-methylacetamide